NCCNC(C1=CC(=CC=C1)C1=CC=C2C=NN(C2=C1)C=1C=C(C=CC1)C)=O N-(2-aminoethyl)-3-(1-(m-tolyl)-1H-indazol-6-yl)benzamide